(6-formyl-pyrazolo[1,5-a]pyrimidin-3-yl)carbamic acid tert-butyl ester C(C)(C)(C)OC(NC=1C=NN2C1N=CC(=C2)C=O)=O